NC(C1=CC=CC=C1)=C(C(=O)O)C(=O)O aminophenylmethylenmalonic acid